(((3-chloro-1,4-diphenoxy-1,4-dihydronaphthalen-2-yl)amino)methyl)-N-(pyrazin-2-yl)benzamide Rac-trans-methyl-4-((tert-butoxycarbonyl)amino)piperidine-3-carboxylate COC(=O)[C@@H]1CNCC[C@H]1NC(=O)OC(C)(C)C.ClC1=C(C(C2=CC=CC=C2C1OC1=CC=CC=C1)OC1=CC=CC=C1)NCC1=C(C(=O)NC2=NC=CN=C2)C=CC=C1 |r|